cyclopropyl-[(5s,7s)-5-(1,1-difluoropropyl)-7-fluoro-6,7-dihydro-5H-pyrrolo[1,2-b][1,2,4]triazol-2-yl]methanone C1(CC1)C(=O)C=1N=C2N(N1)[C@@H](C[C@@H]2F)C(CC)(F)F